ClC1=C(C=C2C(=NC(=NC2=C1I)O)O)C(F)(F)F 7-chloro-8-iodo-6-(trifluoromethyl)quinazoline-2,4-diol